CC=1SC(=C(N1)CN1CCC(CC1)C(=O)NC)C (2,5-dimethylthiazol-4-yl)methyl-N-methylpiperidine-4-carboxamide